ClC1=C(C=CC2=C1C(=NCC(N2)=O)C2=C(C=CC(=C2)OC)F)I 6-chloro-5-(2-fluoro-5-methoxy-phenyl)-7-iodo-1,3-dihydro-1,4-benzodiazepine-2-One